C1(CC1)C#C[C@@]1(NC(NC2=CC(=C(C=C12)F)CC1=CC=NC=C1)=O)C(F)(F)F (S)-4-(cyclopropylethynyl)-6-fluoro-7-(pyridin-4-ylmethyl)-4-(trifluoromethyl)-3,4-dihydroquinazolin-2(1H)-one